FC1(CC(C1)CN1CC(C1)OC1=CC(=C(C(=C1)F)[C@H]1N([C@@H](CC2=C1NC1=CC=CC=C21)C)CC(C)(C)F)F)F (1R,3R)-1-[4-[1-[(3,3-difluorocyclobutyl)methyl]azetidin-3-yl]oxy-2,6-difluoro-phenyl]-2-(2-fluoro-2-methyl-propyl)-3-methyl-1,3,4,9-tetrahydropyrido[3,4-b]indole